(1r,5s,6s)-3-(5-((2,6-dichlorobenzyl)oxy)-2,3-dihydro-1H-inden-1-yl)-3-azabicyclo-[3.1.0]hexane-6-carboxylic acid ethyl ester C(C)OC(=O)C1[C@H]2CN(C[C@@H]12)C1CCC2=CC(=CC=C12)OCC1=C(C=CC=C1Cl)Cl